ClC1=C(C=CC=C1)[C@@]1(C(CCCC1)=O)N(C(=O)OC[C@](N(C)C)(C(C)C)C(=O)O)C.COC1=C2C=C(C(OC2=CC(=C1)OC)=O)C(C1=CC=C(C=C1)CCCCCCCCCCCC)=O 5,7-dimethoxy-3-(4-dodecyl-benzoyl)coumarin ((((S)-1-(2-chlorophenyl)-2-oxocyclohexyl)(methyl)carbamoyl)oxy)methyl-dimethyl-L-valinate